FC1=C(C=C(C(=C1)C(F)(F)F)C1=NC=C(C=N1)F)NC(=O)N1C2CC(CC1(C2)C=2OC(=NN2)C)C cis-N-(2-fluoro-5-(5-fluoropyrimidin-2-yl)-4-(trifluoromethyl)phenyl)-3-methyl-1-(5-methyl-1,3,4-oxadiazol-2-yl)-6-azabicyclo[3.1.1]heptane-6-carboxamide